(4,4-difluorohexahydropyridin-1-yl)-5-methylaniline FC1(CCN(CC1)NC1=CC=CC(=C1)C)F